CN(CCCNC(=O)C1CCN(CC1)C1=CC=C(C2=CN(N=C12)C1=CC=C(C=C1)C)C)C N-(3-(dimethylamino)propyl)-1-(4-methyl-2-(p-tolyl)-2H-indazol-7-yl)piperidine-4-carboxamide